4-chlorobenzyl 6-methoxy-2-naphthoate COC=1C=C2C=CC(=CC2=CC1)C(=O)OCC1=CC=C(C=C1)Cl